N-((1-(4-(trifluoromethyl)phenyl)imidazo[1,5-a]pyridin-3-yl)methyl)methanesulfonamide FC(C1=CC=C(C=C1)C=1N=C(N2C1C=CC=C2)CNS(=O)(=O)C)(F)F